NC1CC2(C1)CCN(CC2)CC2(CCN(CC2)C2=C(C=C(C=C2)C2C(NC(CC2)=O)=O)F)O 3-(4-(4-((2-amino-7-azaspiro[3.5]non-7-yl)methyl)-4-hydroxypiperidin-1-yl)-3-fluorophenyl)piperidine-2,6-dione